OC12C[C@H]3N(C[C@H](C(O)=O)C=C3C=3C=CC=C(NC1=O)C32)C 2,3-dihydro-3-hydroxy-2-oxolysergic acid